tert-butyl 3-(4-(((3S,3aR,6S,6aR)-6-((((9H-fluoren-9-yl)methoxy)carbonyl)amino)hexahydrofuro[3,2-b]furan-3-yl)amino)-4-oxobutanoyl)-3,6-diazabicyclo[3.1.1]heptane-6-carboxylate C1=CC=CC=2C3=CC=CC=C3C(C12)COC(=O)N[C@H]1CO[C@H]2[C@@H]1OC[C@@H]2NC(CCC(=O)N2CC1N(C(C2)C1)C(=O)OC(C)(C)C)=O